O\N=C(\C=1N=CC(=NC1)N1CCC2(CC1)[C@@H](C1=CC=CC=C1C2)NC(OC(C)(C)C)=O)/C2=CC=CC=C2 (S,E)-tert-butyl (1'-(5-((hydroxyimino)(phenyl)methyl)pyrazin-2-yl)-1,3-dihydrospiro[indene-2,4'-piperidin]-1-yl)carbamate